COC(=O)C1N(C(CC1)Br)C 5-bromo-1-methylpyrrolidine-2-carboxylic acid methyl ester